1,2-dioleoyloxypropyl-N,N,N-trimethylammonium chloride [Cl-].C(CCCCCCC\C=C/CCCCCCCC)(=O)OC(C(C)OC(CCCCCCC\C=C/CCCCCCCC)=O)[N+](C)(C)C